COC(C(C(C(=O)O)C1CCCC1)(C#N)C1CCCC1)=O 2,3-dicyclopentyl-2-cyanosuccinic acid-1-methyl ester